5-[4-[(2-chloropyridin-3-yl)carbonylamino]phenyl]-1H-[1,4]diazepino[2,3-f]isoquinoline ClC1=NC=CC=C1C(=O)NC1=CC=C(C=C1)N1C=CCNC2=C3C=CN=CC3=CC=C21